(1-methylenetetrahydro-1H-pyrrolizine-7a(5H)-yl)methanol C=C1CCN2CCCC12CO